(R)-3-((3-(4-amino-8-phenylpyrido[3,2-d]pyrimidin-6-yl)phenyl)ethynyl)-3-hydroxy-1-methylpyrrolidin-2-one trifluoroacetate FC(C(=O)O)(F)F.NC=1C2=C(N=CN1)C(=CC(=N2)C=2C=C(C=CC2)C#C[C@]2(C(N(CC2)C)=O)O)C2=CC=CC=C2